COC=1C=C2C(=NC=NC2=CC1OC)SCCCCN1C(C2=CC=CC=C2C1=O)=O 2-(4-(6,7-dimethoxyquinazolin-4-yl)thiobutyl)isoindoline-1,3-dione